1-(4-benzyl-3,4-dihydroquinoxalin-1(2H)-yl)-2-(pyrrolidin-1-yl)ethan-1-one C(C1=CC=CC=C1)N1CCN(C2=CC=CC=C12)C(CN1CCCC1)=O